N-(2-(4,4-difluorocyclohexyl)-4-(1-(tetrahydro-2H-pyran-2-yl)-1H-pyrazol-3-yl)pyridin-3-yl)-4-(2-(trifluoromethyl)oxetan-2-yl)benzamide FC1(CCC(CC1)C1=NC=CC(=C1NC(C1=CC=C(C=C1)C1(OCC1)C(F)(F)F)=O)C1=NN(C=C1)C1OCCCC1)F